C(C(C)C)C1=CC=CC=2NC(=NC21)CN2C(C(=CC=C2)NC([C@H](CC\C=C\C(=O)NC)NC(OC)=O)=O)=O methyl (S,E)-(1-((1-((4-isobutyl-1H-benzo[d]imidazol-2-yl)methyl)-2-oxo-1,2-dihydropyridin-3-yl)amino)-7-(methylamino)-1,7-dioxohept-5-en-2-yl)carbamate